N1N=C(C2=C1C=NC=N2)C(=O)N PYRAZOLOPYRIMIDINEAMIDE